FC(C1=C(C=CC=C1)NC(C1=CC=CC=C1)=O)(F)F N-(2-(trifluoromethyl)phenyl)benzamide